1-butyl-3-methyl-imidazole iodonium salt [IH2+].C(CCC)N1CN(C=C1)C